tert-butyl 3',3'-difluoro-8-hydroxy-6-oxo-6,8-dihydro-2H-spiro[benzo[2,1-b:3,4-c']difuran-3,4'-piperidine]-1'-carboxylate FC1(CN(CCC12C1=C(OC2)C=2C(OC(C2C=C1)=O)O)C(=O)OC(C)(C)C)F